(2s)-2-amino-4-(3-(2',4'-dichloro-[1,1'-biphenyl]-4-yl)-5,5,5-trifluoro-3-hydroxypentylsulfonimidoyl)butanoic acid N[C@H](C(=O)O)CCS(=O)(=N)CCC(CC(F)(F)F)(O)C1=CC=C(C=C1)C1=C(C=C(C=C1)Cl)Cl